spiro[2.2]pentan-1-amine hydrochloride Cl.C1(CC12CC2)N